O[C@@H]1[C@H](CCCC1)NC(C1=CC(=C(C=C1)C)C#CC=1C=NC=C(C1)C1=NC=CN=C1)=O N-[(1S,2S)-2-hydroxycyclohexyl]-4-methyl-3-{[5-(pyrazin-2-yl)pyridin-3-yl]ethynyl}benzamide